NC=1C=C(C(=C(C1)[C@@H](C)NC1=NC(=NC2=CC(=C(C=C12)O[C@@H]1COCC1)C#N)C)F)C(F)F 4-(((R)-1-(5-amino-3-(difluoromethyl)-2-fluorophenyl)ethyl)amino)-2-methyl-6-(((S)-tetrahydrofurane-3-yl)oxy)quinazoline-7-carbonitrile